4-(4-methoxyphenyl)piperazine COC1=CC=C(C=C1)N1CCNCC1